2-(2,5-dimethoxy-4-propylphenyl)-N-(2-fluorobenzyl)ethylamine COC1=C(C=C(C(=C1)CCC)OC)CCNCC1=C(C=CC=C1)F